COC1=C(C=C(C=C1)N1N=C(C(C1=O)C(=O)[O-])C)C=1OC=CN1 1-(4-methoxy-3-(oxazol-2-yl) phenyl)-3-methyl-5-oxo-4,5-dihydro-1H-pyrazole-4-carboxylate